tert-butyl (S)-4-(1-(piperazin-1-yl)ethyl)piperidine-1-carboxylate N1(CCNCC1)[C@@H](C)C1CCN(CC1)C(=O)OC(C)(C)C